C(C)(C)(C)OC(=O)N1CC(C1)OC1=C(C=C(C(=O)O)C=C1)NS(=O)(=O)CC1=CC=CC=C1 4-((1-(tert-butoxycarbonyl)azetidin-3-yl)oxy)-3-((phenylmethyl)sulfonamido)benzoic acid